5-((3-Chloro-4-(piperidin-1-yl)phenyl)amino)-2-methyl-isoindolin-1-one ClC=1C=C(C=CC1N1CCCCC1)NC=1C=C2CN(C(C2=CC1)=O)C